C(=C)S(=O)(=O)OOC1=CC=CC=C1 phenoxy ethenesulfonate